CS(=O)(=O)N1CCC(CC1)NC1=NC=C(C(=N1)C1=CC2=C(C(NC2)=O)S1)C(F)(F)F 2-(2-((1-(Methylsulfonyl)piperidin-4-yl)amino)-5-(trifluoromethyl)pyrimidin-4-yl)-4,5-dihydro-6H-thieno[2,3-c]pyrrol-6-one